CC=1C=CC(=C(C1)C1=C(C=C(C=C1OCN(C(OC)=O)C1=CC=C(C=C1)[N+](=O)[O-])CCCCC)OCN(C(OC)=O)C1=CC=C(C=C1)[N+](=O)[O-])C(=C)C dimethyl (((5'-methyl-4-pentyl-2'-(prop-1-en-2-yl)-[1,1'-biphenyl]-2,6-diyl)bis(oxy))bis(methylene))bis((4-nitrophenyl)carbamate)